trans-4-(3-(3-methoxy-4-(morpholinomethyl)styryl)-1H-indazol-6-yl)pyrimidin-2-amine COC=1C=C(/C=C/C2=NNC3=CC(=CC=C23)C2=NC(=NC=C2)N)C=CC1CN1CCOCC1